N-(7-bromo-6-(2-chloro-5-fluorobenzoyl)-2-methyl-3-(3-oxopropyl)-2H-indazol-5-yl)-3-fluoro-5-(trifluoromethyl)benzamide 1-Hydroxydiphosphonate OP(=O)(O)OP(=O)O.BrC1=C(C(=CC2=C(N(N=C12)C)CCC=O)NC(C1=CC(=CC(=C1)C(F)(F)F)F)=O)C(C1=C(C=CC(=C1)F)Cl)=O